(4-((6-amino-5-cyanopyrimidin-4-yl)oxy)-2-fluorophenyl)-3-(3-cyclobutyl-1-(4-methoxyphenyl)-1H-pyrazol-5-yl)urea NC1=C(C(=NC=N1)OC1=CC(=C(C=C1)NC(=O)NC1=CC(=NN1C1=CC=C(C=C1)OC)C1CCC1)F)C#N